O[C@@H]1[C@H]2[C@@H]3CC[C@@H]([C@@]3(C)CC[C@@H]2[C@]2(CCC(C=C2C1)=O)C)O 7β,17β-dihydroxyandrost-4-en-3-one